CNC(=O)C1=NN(C(=C1)C(=O)OC)[C@@H](CC)C1=CC=CC=C1 (S)-Methyl 3-(methylcarbamoyl)-1-(1-phenylpropyl)-1H-pyrazole-5-carboxylate